C(C)CC(=O)NO ethyl-acetohydroxamic acid